FC(CN1N=C(C2=NC(=CC(=C21)N2C[C@H](CCC2)O)C2=C(C=NN2C)F)C2=CC=NN2)F (S)-1-(1-(2,2-difluoroethyl)-5-(4-fluoro-1-methyl-1H-pyrazol-5-yl)-3-(1H-pyrazol-5-yl)-1H-pyrazolo[4,3-b]pyridin-7-yl)piperidin-3-ol